TETRAMETHYL-PIPERIDINE CC1C(N(CCC1)C)(C)C